[I-].[SH3+] Sulfonium iodide